FC=1C=2N(C=C(C1)C1=CNC=3N=C(N=CC31)NC3=CC=NC=C3)C(=CN2)C 5-(8-fluoro-3-methylimidazo[1,2-a]pyridin-6-yl)-N-(pyridin-4-yl)-7H-pyrrolo[2,3-d]pyrimidin-2-amine